O=C1NC(CCC1C=1C=C(C=CC1)C=CCCC=1C(=NC=CC1)C(=O)N)=O (4-(3-(2,6-dioxopiperidin-3-yl)phenyl)but-3-en-1-yl)picolinamide